C(C1=CC=CC=C1)C(CC1C2(C3=CC=CC=C3C1)CCC(CC2)(C(=O)O)NC2=CC(=CC=C2)Cl)COC2=C1C(=NC=C2)C=CS1 (1r,4r)-2'-{2-benzyl-3-[(thieno[3,2-b]pyridin-7-yl)oxy]propyl}-4-(3-chloroanilino)-2',3'-dihydrospiro[cyclohexane-1,1'-indene]-4-carboxylic acid